tert-Butyl 3-(((trifluoromethyl)thio)methyl)azetidine-1-carboxylate FC(SCC1CN(C1)C(=O)OC(C)(C)C)(F)F